N1(CCC1)C1=C(C=CC=C1)C1N(CCC1)C1=CC=C(C=C1)Br 2-(2-(azetidin-1-yl)phenyl)-1-(4-bromophenyl)pyrrolidine